C(C)(C)(C)[S@](=O)NC([C@@H](C(=O)O)F)C1=CC(=CC=C1)F (S)-3-(((S)-tert-butylsulfinyl)amino)-2-fluoro-3-(3-fluorophenyl)propionic acid